C(C(C)C)(=O)OCCC(CC)OC(C(C)C)=O pentane-1,3-diol diisobutyrate